4-[(E)-3-[4-(1-Hydroxypentyl)phenyl]prop-2-enoyl]benzoic acid OC(CCCC)C1=CC=C(C=C1)/C=C/C(=O)C1=CC=C(C(=O)O)C=C1